6-Chloro-3-[(1R)-1-[3,6-dimethyl-2-[1-(2-oxabicyclo[2.1.1]hexan-1-ylmethyl)pyrazol-4-yl]-4-oxo-chromen-8-yl]ethoxy]pyridine-2-sulfonamide ClC1=CC=C(C(=N1)S(=O)(=O)N)O[C@H](C)C=1C=C(C=C2C(C(=C(OC12)C=1C=NN(C1)CC12OCC(C1)C2)C)=O)C